tert-butyl (6-fluoro-5-(2-(1-methyl-1H-pyrazol-4-yl)-1-((2-(trimethylsilyl)ethoxy)methyl)-1H-pyrrolo[2,3-b]pyridine-5-carboxamido)pyridin-3-yl)carbamate FC1=C(C=C(C=N1)NC(OC(C)(C)C)=O)NC(=O)C=1C=C2C(=NC1)N(C(=C2)C=2C=NN(C2)C)COCC[Si](C)(C)C